3-ethylphenyl-(3-ethylbiphenyl) C(C)C=1C=C(C=CC1)C1=C(C=CC=C1CC)C1=CC=CC=C1